ClC=1C(=NC=CC1C1=NC(=C(C=C1)CNC[C@@H]1NC(CC1)=O)OC)C=1C(=C(C=CC1)NC(C1=NC=C(C=C1)CNCCCF)=O)C (R)-N-(3-(3'-chloro-6-methoxy-5-((((5-oxopyrrolidin-2-yl)methyl)amino)methyl)-[2,4'-bipyridin]-2'-yl)-2-methylphenyl)-5-(((3-fluoropropyl)amino)methyl)picolinamide